C1(CC1)N1N=CC(=C1)C1=C(C=C(C=C1)NC(CC1=C(C=CC=C1)F)=O)S(N=CN(C)C)(=O)=O N-[4-(1-cyclopropyl-1H-pyrazol-4-yl)-3-{[(dimethylamino)methylene]sulfamoyl}phenyl]-2-(2-fluorophenyl)acetamide